ClC1=C2C(=NC=C1OC=1C=NN3C1C=NC=C3)N=C(N2C)NC=2C(N(C=C(C2)C2CC2)CCCN2CC(CC2)(F)F)=O 3-((7-chloro-1-methyl-6-(pyrazolo[1,5-a]pyrazin-3-yloxy)-1H-imidazo[4,5-b]pyridin-2-yl)amino)-5-cyclopropyl-1-(3-(3,3-difluoropyrrolidin-1-yl)propyl)pyridin-2(1H)-one